1-(4-(1-(2,6-dichlorophenyl)azetidin-3-yl)-3,5-dimethylbenzyl)-3-methylazetidin-3-ol, formic acid salt C(=O)O.ClC1=C(C(=CC=C1)Cl)N1CC(C1)C1=C(C=C(CN2CC(C2)(O)C)C=C1C)C